C(C)(C)N1CC(=CC1)C1=CN=C2C=CC(=NC2=C1)C=1N=CNC1C1=NC(=CC=C1)C 7-(1-isopropyl-2,5-dihydropyrrol-3-yl)-2-[5-(6-methyl-2-pyridyl)-1H-imidazol-4-yl]-1,5-naphthyridine